8-bromo-2-(morpholin-4-yl)-N-[(4,5,6,7-tetrahydro-1H-benzimidazol-2-yl)methyl]pyrazolo[1,5-a][1,3,5]triazin-4-amine BrC=1C=NN2C1N=C(N=C2NCC2=NC1=C(N2)CCCC1)N1CCOCC1